8-chloro-2-(4,4-difluoroazepan-1-yl)quinoline-3-carboxamide ClC=1C=CC=C2C=C(C(=NC12)N1CCC(CCC1)(F)F)C(=O)N